N1N=C(C=C1)B1OC(C)(C)C(C)(C)O1 1H-pyrazol-3-boronic acid pinacol ester